NC1=CC=C(C=C1)C(=O)C1=CN=C2N1C=C(C(=C2)C)C=2C=NC=CC2 (4-aminophenyl)(7-methyl-6-(pyridin-3-yl)imidazo[1,2-a]pyridin-3-yl)methanone